4-[2-(oxazol-2-ylamino)-4-pyridinyl]-6-[3-(trifluoromethyl)morpholin-4-yl]-1H-pyridin-2-one O1C(=NC=C1)NC1=NC=CC(=C1)C1=CC(NC(=C1)N1C(COCC1)C(F)(F)F)=O